CN1C(C2=C(C(=C1)C1=CC=C3C(=CN(C3=C1)CC1=CC=CC=C1)C)C=CN2)=O 6-methyl-4-(1-(benzyl)-3-methyl-1H-indol-6-yl)-1,6-dihydro-7H-pyrrolo[2,3-c]pyridin-7-one